P(=O)(OCC)(OCC)OC1=CC=C(C=C1)C=1N(C2=CC(=CC=C2C1)C(F)(F)F)C diethyl (4-(1-methyl-6-(trifluoromethyl)-1H-indol-2-yl) phenyl) phosphate